FC=1C(=CC=C2C(=NC(=NC12)OC[C@H]1N(CCC1)C)N1C[C@@H](NCC1)CC#N)C1=C(C=CC=C1O)F 2-((2S)-4-(8-fluoro-7-(2-fluoro-6-hydroxyphenyl)-2-(((S)-1-methylpyrrolidin-2-yl)methoxy)quinazolin-4-yl)piperazin-2-yl)acetonitrile